CC(CCC1=CC(=C(C=C1)C1=CC=C(C=C1)B1OC(C(O1)(C)C)(C)C)OCOC)(C)C 2-(4'-(3,3-dimethylbutyl)-2'-(methoxymethoxy)-[1,1'-biphenyl]-4-yl)-4,4,5,5-tetramethyl-1,3,2-dioxaborolane